COC1=C(C=CC(=C1)N[C@H]1CNCC1)NC1=NC2=C(C=CC=C2C=N1)C1=NC=CC(=C1)NC(C=C)=O (R)-N-(2-(2-((2-methoxy-4-(pyrrolidin-3-ylamino)phenyl)amino)quinazolin-8-yl)pyridin-4-yl)acrylamide